FC1=C(C=CC(=C1)C(F)(F)F)COC1CN(C1)C(CCC1CCC(N1)=O)=O (+)-5-[3-[3-[[2-fluoro-4-(trifluoromethyl)phenyl]methoxy]azetidin-1-yl]-3-oxo-propyl]pyrrolidin-2-one